1-p-toluenesulfonyl-1,2,3,6-tetrahydropyridin CC1=CC=C(C=C1)S(=O)(=O)N1CCC=CC1